CC1OC(CC(C1)N1CCC(CC1)C=1C=C2C(=C(NC2=CC1)C=1C(=C(C=2N(C1)C=NN2)C)C)C(C)C)C 6-(5-(1-(2,6-dimethyltetrahydro-2H-pyran-4-yl)piperidin-4-yl)-3-isopropyl-1H-indol-2-yl)-7,8-dimethyl-[1,2,4]triazolo[4,3-a]pyridine